N(=C=O)CC=1OC(=CC1)CN=C=O 2,5-di(isocyanatomethyl)furan